(3-(trimethylsilyl)prop-2-yn-1-yl)zinc (II) bromide [Br-].C[Si](C#CC[Zn+])(C)C